N-(4-chloro-2-methyl-5-(trifluoromethyl)phenyl)-2-(5-ethyl-2-morpholino-7-oxo-6-(piperazin-1-yl)-[1,2,4]triazolo[1,5-a]pyrimidin-4(7H)-yl)acetamide ClC1=CC(=C(C=C1C(F)(F)F)NC(CN1C=2N(C(C(=C1CC)N1CCNCC1)=O)N=C(N2)N2CCOCC2)=O)C